3-bromo-5-tert-butylsulfanyl-pyridine-4-carbaldehyde BrC=1C=NC=C(C1C=O)SC(C)(C)C